COC(NC1=NC=C(C=C1)C1=CN=C2N1C=C(C=C2C)C2=NOCCN2C2=CC(=C(C=C2)F)OC)=O.N(=[N+]=[N-])CC2(COC2)CN=[N+]=[N-].[Na] sodium 3,3-bis-azidomethyl-oxetane methyl-N-[5-[6-[4-(4-fluoro-3-methoxy-phenyl)-5,6-dihydro-1,2,4-oxadiazin-3-yl]-8-methyl-imidazo[1,2-a]pyridin-3-yl]-2-pyridyl]carbamate